(octahydrocyclopenta[C]pyrrol-5-yl)(5-phenyl-4,5-dihydro-1H-pyrazol-1-yl)methanone hydrochloride Cl.C1NCC2C1CC(C2)C(=O)N2N=CCC2C2=CC=CC=C2